FC=1C=C(C(=O)O)C=CC1NC(C(C1=CC=2C(CCC(C2C=C1)(C)C)(C)C)O)=O 3-Fluoro-4-[2-hydroxy-2-(5,5,8,8-tetramethyl-5,6,7,8-tetrahydro-naphthalen-2-yl)acetylamino]-benzoic acid